FC1=C(OC2CCN(CC2)C2=C(C=NC(=C2)C)C2=C(C(=O)N)C(=CC=N2)OC)C=CC(=C1)F 4-(4-(2,4-difluorophenoxy)piperidin-1-yl)-6-methylpyridin-3-yl-4-methoxynicotinamide